ClC1=C(C=C(C=C1)C(F)(F)F)N(S(=O)(=O)C1=CC=CC=C1)CC(=O)N1CC2=CC=NC=C2CC1 N-(2-chloro-5-(trifluoromethyl)phenyl)-N-(2-(3,4-dihydro-2,6-naphthyridin-2(1H)-yl)-2-oxoethyl)benzenesulfonamide